beta-aminoacrylonitrile NC=CC#N